FC=1C=C(C=CC1C1=NN2C(N=C(C=C2C=2C=NC=NC2)C(=O)N2[C@@H](C3=CC=CC=C3CC2)C)=C1)N1C[C@H](CC1)C(=O)O (3S)-1-(3-fluoro-4-{5-[(1R)-1-methyl-1,2,3,4-tetrahydroisoquinoline-2-carbonyl]-7-(pyrimidin-5-yl)pyrazolo[1,5-a]pyrimidin-2-yl}phenyl)pyrrolidine-3-carboxylic acid